COC=1C=C2CCN(CC2=CC1OC)C1=NC=C(C=N1)C(=O)NCCCCCNC(CS)=O 2-(6,7-dimethoxy-3,4-dihydroisoquinolin-2(1H)-yl)-N-(5-(2-mercaptoacetylamino)pentyl)pyrimidine-5-carboxamide